CC1OC(OC1C)C1CC2OC2CC1 3-(4,5-dimethyl-1,3-dioxolan-2-yl)-7-oxabicyclo[4.1.0]heptane